ClC1=CC(=C(OC2=C(C=C(C=C2)NS(=O)(=O)C2=CC=C(C=C2)F)C=2C=CC3=C(C(=NO3)C)C2)C=C1)F N-(4-(4-chloro-2-fluorophenoxy)-3-(3-methylbenzo[d]isoxazol-5-yl)phenyl)-4-fluorobenzenesulfonamide